isopropyl 2-(2-acetamido-3-(1H-indol-3-yl)propanamido)-6-diazo-5-oxohexanoate C(C)(=O)NC(C(=O)NC(C(=O)OC(C)C)CCC(C=[N+]=[N-])=O)CC1=CNC2=CC=CC=C12